OC(C(=O)C1=CC=C(C=C1)C(=C)C)O 2,2-dihydroxy-1-(4-isopropenylphenyl)ethan-1-one